BrC1=CC(=C(C(=C1)C1COCC1)NC(CC(C)(C)C)=O)C N-(4-bromo-2-methyl-6-(tetrahydrofuran-3-yl)phenyl)-3,3-dimethylbutyramide